4-(2-((R)-3-((R or S)-3,3-difluorooxetan-2-yl)-1-((1-isopropyl-1H-imidazol-2-yl)methyl)pyrrolidin-3-yl)ethyl)benzonitrile FC1([C@H](OC1)[C@]1(CN(CC1)CC=1N(C=CN1)C(C)C)CCC1=CC=C(C#N)C=C1)F |o1:2|